tert-butyl (2S)-2-(aminomethyl)piperidine-1-carboxylate NC[C@H]1N(CCCC1)C(=O)OC(C)(C)C